CCCCCC1=C(C(=CC(=C1)OC(=O)C2=C(C=C(C=C2O)OC(=O)C3=C(C=C(C=C3O)O)CCC)CCC)O)C(=O)O The molecule is a benzoate ester obtained by the formal condensation of the carboxy group of 4-[(2,4-dihydroxy-6-propylbenzoyl)oxy]-2-hydroxy-6-propylbenzoic acid with the 4-hydroxy group of 2,4-dihydroxy-6-pentylbenzoic acid (olivetolic acid). It is isolated from the endophytic fungi Cytonaema and acts as an inhibitor of human cytomegalovirus (hCMV) protease. It has a role as a metabolite, an antiviral agent and a protease inhibitor. It is a benzoate ester, a member of resorcinols and a monohydroxybenzoic acid. It derives from an olivetolic acid.